(R)-1-(4-(6-amino-5-(trifluoromethoxy)pyridin-3-yl)-1-(3-fluorobicyclo[1.1.1]pentan-1-yl)-1H-imidazol-2-yl)-2-methylpropan-1-ol NC1=C(C=C(C=N1)C=1N=C(N(C1)C12CC(C1)(C2)F)[C@@H](C(C)C)O)OC(F)(F)F